5-((tert-Butoxycarbonyl)amino)pyrazolo[1,5-a]pyridine-3-carboxylic acid ethyl ester C(C)OC(=O)C=1C=NN2C1C=C(C=C2)NC(=O)OC(C)(C)C